ClC1=CC=C(C(=N1)C(=O)OC)N[C@H](C)C=1C=C(C=C2C(C(=C(OC12)SCC)C)=O)C Methyl 6-chloro-3-[[(1R)-1-(2-ethylsulfanyl-3,6-dimethyl-4-oxo-chromen-8-yl)ethyl]amino]pyridine-2-carboxylate